3-((5-(5-bromo-1-tosyl-1H-pyrazolo[3,4-c]pyridin-3-yl)-2-morpholinopyridin-3-yl)oxy)propan-1-ol BrC=1C=C2C(=CN1)N(N=C2C=2C=C(C(=NC2)N2CCOCC2)OCCCO)S(=O)(=O)C2=CC=C(C)C=C2